N,N-dimethyl-1-((7-morpholino-5-(3-(m-tolyl)-1H-pyrazol-1-yl)-3H-imidazo[4,5-b]pyridin-2-yl)methyl)azetidin-3-amine CN(C1CN(C1)CC1=NC=2C(=NC(=CC2N2CCOCC2)N2N=C(C=C2)C=2C=C(C=CC2)C)N1)C